FC1=CC(=CC2=C1N=C(S2)C2CCNCC2)C=2C=C(C=1N(N2)C=C(N1)C)OC 6-[4-fluoro-2-(piperidin-4-yl)-1,3-benzothiazol-6-yl]-8-methoxy-2-methylimidazo[1,2-b]pyridazine